IC1=CC=NC2=C1OC[C@H]1N2C[C@@H](C1)OC (6as,8r)-4-iodo-8-methoxy-6a,7,8,9-tetrahydro-6H-pyrido[3,2-b]pyrrolo[1,2-d][1,4]oxazine